tert-butyl (6-(4-((5-chloro-6-(2H-1,2,3-triazol-2-yl)pyridin-3-yl)carbamoyl)-5-(trifluoromethyl)-1H-pyrazol-1-yl)-3-fluoropyridin-2-yl)carbamate ClC=1C=C(C=NC1N1N=CC=N1)NC(=O)C=1C=NN(C1C(F)(F)F)C1=CC=C(C(=N1)NC(OC(C)(C)C)=O)F